2-[2'-hydroxy-3'-(α,α-dimethylbenzyl)-5'-(1,1,3,3-tetramethyl-butyl)phenyl]benzotriazole OC1=C(C=C(C=C1C(C1=CC=CC=C1)(C)C)C(CC(C)(C)C)(C)C)N1N=C2C(=N1)C=CC=C2